2-(benzo[d][1,3]dioxol-5-yl)-N-(4-(6-methoxy-7-(piperidin-4-ylmethoxy)quinazoline-4-yl)phenyl)acetamide O1COC2=C1C=CC(=C2)CC(=O)NC2=CC=C(C=C2)C2=NC=NC1=CC(=C(C=C21)OC)OCC2CCNCC2